C(C)OC1=CC=C(C=C1)C=1SC=C(N1)C(=O)OC(C)(C)CC tert-Pentyl 2-(4-ethoxyphenyl)thiazole-4-carboxylate